3-(6-Nitro-3-pyridinyl)-3,8-diazabicyclo[3.2.1]octane-8-carboxylic acid tert-butyl ester C(C)(C)(C)OC(=O)N1C2CN(CC1CC2)C=2C=NC(=CC2)[N+](=O)[O-]